[Si](C1=CC=CC=C1)(C1=CC=CC=C1)(C(C)(C)C)OCCC(CC(F)(F)C=1NN=C2C1CN(CC2)C(=O)OCC2=CC=CC=C2)O Benzyl 3-(5-((tert-butyldiphenylsilyl)oxy)-1,1-difluoro-3-hydroxypentyl)-6,7-dihydro-2H-pyrazolo[4,3-c]pyridine-5(4H)-carboxylate